4-[1-[2-[5-cyclopropyl-3-(difluoromethyl)pyrazol-1-yl]acetyl]-4-piperidyl]-N-tetralin-1-yl-tetrahydrobenzoxazepine-2-carboxamide C1(CC1)C1=CC(=NN1CC(=O)N1CCC(CC1)C1CN(OC=2C(C1)CC=CC2)C(=O)NC2CCCC1=CC=CC=C21)C(F)F